FC1(OC(OC1(C(F)(F)F)F)(C(=O)Cl)C(F)(F)F)F 4,4,5-trifluoro-2,5-bis(trifluoromethyl)-1,3-dioxolane-2-carbonyl chloride